(2R)-2-[3-(3-Cyclopropylisoxazol-4-yl)-1,2,4-oxadiazol-5-yl]-1,1-difluoro-6-azaspiro[2.5]octan-6-sulfonamid C1(CC1)C1=NOC=C1C1=NOC(=N1)[C@@H]1C(C12CCN(CC2)S(=O)(=O)N)(F)F